ClC1=C(C=C(C(=C1)F)N1C(N2C(CCCC2)C1=O)=O)O 2-Chloro-4-fluoro-5-(1,3-dioxohexahydroimidazo[1,5-a]pyridin-2(3H)-yl)phenol